methyl 2-(bromomethyl)-6-chloro-pyridine-3-carboxylate BrCC1=NC(=CC=C1C(=O)OC)Cl